2-(4-{[(3R)-1-(2-hydroxy-2-methylpropyl)piperidin-3-yl]amino}pyrido[3,4-d]pyridazin-1-yl)-5-(trifluoromethyl)phenol OC(CN1C[C@@H](CCC1)NC=1N=NC(=C2C1C=NC=C2)C2=C(C=C(C=C2)C(F)(F)F)O)(C)C